CC=1OC(=CN1)C=1C=C2C=C(N=CC2=CC1)NC(=O)[C@@]12C[C@](C1)(C2)CN2CCOCC2 trans-N-(6-(2-methyloxazol-5-yl)isoquinolin-3-yl)-3-(morpholinylmethyl)bicyclo[1.1.1]pentane-1-carboxamide